N1CC(=CC1)C=1C=C2C=3CCCCC3N(C2=CC1)[C@H](C)C1=CC=CC=C1 6-(2,5-dihydro-1H-pyrrol-3-yl)-N-((R)-1-phenylethyl)-2,3,4,9-tetrahydro-1H-carbazol